CN1[C@H]2CN(C[C@@H]1CC2)NC2=CC=CC=C2 ((1R,5S)-8-methyl-3,8-diazabicyclo[3.2.1]octan-3-yl)aniline